NC=1CC(C(=CC1)C1=CC=CC=C1)(C(=O)O)C(=O)O 4-aminobiphenyl-2,2-dicarboxylic acid